F[P-](F)(F)(F)(F)F.C(C)OC(=O)C(C#N)=NOC(=[N+](C)C)N(C)C O-((ethoxycarbonyl)cyanomethyleneamino)-N,N,N',N'-tetramethyl-uronium hexafluorophosphate